2,2-bis(fluorenyl)-5-azaspiro[2.5]octane C1(=CC=CC=2C3=CC=CC=C3CC12)C1(CC12CNCCC2)C2=CC=CC=1C3=CC=CC=C3CC21